BrC=1C=CC2(C3=CC4=CC=CC=C4C13)C=CC=C1C3=CC=CC=C3C=C12 4-Bromo-spirobifluoren